C(=CCCCCCCCCCCCC(C)C)O isohexadecenyl alcohol